FC1=C(N=CC2=C1N=C(N=C2N2CC(CCC2)C(=O)O)OCC21CCCN1CCC2)C2=CC=CC1=CC=CC(=C21)F 1-(8-fluoro-7-(8-fluoronaphthalen-1-yl)-2-((tetrahydro-1H-pyrrolizin-7a(5H)-yl)methoxy)pyrido[4,3-d]pyrimidin-4-yl)piperidine-3-carboxylic acid